C(C)OC(/C=C/C=1C(=CC(=NC1)C(=O)OCC1=CC=CC=C1)OC)=O Benzyl (E)-5-(3-ethoxy-3-oxoprop-1-en-1-yl)-4-methoxypyridinate